CN(CCNC(=O)C1=C(SC2=C1C=C(C=C2)OCC2=C(N=CS2)C)C)C N-[2-(dimethylamino)ethyl]-2-methyl-5-[(4-methyl-1,3-thiazol-5-yl)methoxy]-1-benzothiophene-3-carboxamide